CC1(OC1)C1CC=C(CC1)C=NO N-{[4-(2-methyloxiran-2-yl)cyclohex-1-en-1-yl]methylidene}hydroxylamine